COC=1C=CC2=C(N=C(S2)C=2C=C(C=NC2)NC(C(C)C)=O)C1 N-(5-(5-methoxybenzo[d]thiazol-2-yl)pyridin-3-yl)isobutyramide